(2Z)-3-amino-1,3-diphenylprop-2-en-1-one N\C(=C/C(=O)C1=CC=CC=C1)\C1=CC=CC=C1